tert-butyl (3R)-3-{[5-(3-chloro-2-fluorophenyl)-4-fluoro-7-(4-fluoro-1-methyl-1H-pyrazol-3-yl)-5-methyl-8-oxo-5,6,7,8-tetrahydro-2,7-naphthyridin-3-yl]amino}pyrrolidine-1-carboxylate ClC=1C(=C(C=CC1)C1(C=2C(=C(N=CC2C(N(C1)C1=NN(C=C1F)C)=O)N[C@H]1CN(CC1)C(=O)OC(C)(C)C)F)C)F